C(#N)C1=C(C=CC=C1C(F)(F)F)NC(OCC)=O ethyl [2-cyano-3-(trifluoromethyl)phenyl]carbamate